(R)-3-(9-bromo-5,6-dihydroimidazo[1,2-d][1,4]benzoxazepine-2-Yl)-4-methyl-oxazolidin-2-one BrC1=CC2=C(C=3N(CCO2)C=C(N3)N3C(OC[C@H]3C)=O)C=C1